methyl (S)-3-(8-nitro-6-(2-chlorophenyl)-1-((1-methylpiperidin-4-yl)thio)-4H-benzo[f][1,2,4]triazolo[4,3-a][1,4]diazepin-4-yl)propionate [N+](=O)([O-])C=1C=CC2=C(C(=N[C@H](C=3N2C(=NN3)SC3CCN(CC3)C)CCC(=O)OC)C3=C(C=CC=C3)Cl)C1